O=C([C@H](O)[C@@H](O)[C@H](O)[C@H](O)CO)O keto-gluconic acid